1-(2-bromo-6-nitro-phenyl)-N-(3-pyridyl)methanimine BrC1=C(C(=CC=C1)[N+](=O)[O-])C=NC=1C=NC=CC1